1-methyl-1-methylpyridinium C[N+]1(CC=CC=C1)C